C(C)(C)(C)OC(NN1CCNCC1)=O.BrC=1SC(=C(N1)C(=O)N([C@H]1CN(CCC1)CC(F)(F)F)C1=CC(=CC(=C1)OC)OC)C (R)-2-bromo-N-(3,5-dimethoxyphenyl)-5-methyl-N-(1-(2,2,2-trifluoroethyl)piperidin-3-yl)thiazole-4-carboxamide t-butylpiperazine-1-carbamate